BrC=1C(=C(C(=O)O)C(=C(C1O)C)C)C 3-bromo-4-hydroxy-2,5,6-trimethylbenzoic acid